6-(2-cyclobutyl-7H-pyrrolo[2,3-d]pyrimidin-5-yl)-8-fluoro-[1,2,4]triazolo[1,5-a]pyridine C1(CCC1)C=1N=CC2=C(N1)NC=C2C=2C=C(C=1N(C2)N=CN1)F